tert-butyl N-[1-(7-bromo-2-methyl-pyrazolo[4,3-c]pyridin-4-yl)-4-piperidyl]-N-cyclopropyl-carbamate BrC=1C=2C(C(=NC1)N1CCC(CC1)N(C(OC(C)(C)C)=O)C1CC1)=CN(N2)C